3-[3-Methyl-2-oxo-5-[[4-(4-piperidyloxy)-1-piperidyl]methyl]benzimidazol-1-yl]piperidine-2,6-dione CN1C(N(C2=C1C=C(C=C2)CN2CCC(CC2)OC2CCNCC2)C2C(NC(CC2)=O)=O)=O